The molecule is a methyl glycoside that is beta-D-xylose in which the hydrogen of the anomeric hydroxy group is replaced by a methyl group. It is a xylose derivative and a methyl glycoside. It derives from a beta-D-xylose. CO[C@H]1[C@@H]([C@H]([C@@H](CO1)O)O)O